C1(CC1)\C=C/1\[C@H]2[C@@H]([C@@H]([C@@H]1CC2)NC(C2=C(C=CC(=C2)C=2CNCCC2)OC)=O)C(=O)NC2=CC(=C(C=C2)F)C(F)(F)F (1R,2S,3R,4R,Z)-7-(cyclopropylmethylene)-N-(4-fluoro-3-(trifluoromethyl)phenyl)-3-(2-methoxy-5-(1,2,5,6-tetrahydropyridin-3-yl)benzamido)bicyclo[2.2.1]heptane-2-carboxamide